4-[[4-[[(1S)-2-hydroxy-1-phenyl-ethyl]amino]-5-(5-methyl-1H-pyrazol-3-yl)pyrimidin-2-yl]amino]-2-methyl-benzamide OC[C@H](C1=CC=CC=C1)NC1=NC(=NC=C1C1=NNC(=C1)C)NC1=CC(=C(C(=O)N)C=C1)C